1-allyl-N-(2,4-dimethoxybenzyl)-3-(trimethylstannyl)-1H-pyrazolo[3,4-d]pyrimidin-4-amine C(C=C)N1N=C(C=2C1=NC=NC2NCC2=C(C=C(C=C2)OC)OC)[Sn](C)(C)C